ClC=1C(=C(OC2=NC=NC3=CC=C(C=C23)N2CN(CC2)C(C=C)=O)C=CC1)F 1-[3-[4-(3-Chloro-2-fluoro-phenoxy)quinazolin-6-yl]imidazolidin-1-yl]prop-2-en-1-one